6-isopropoxypyridazin-4-ylboronic acid C(C)(C)OC1=CC(=CN=N1)B(O)O